1-(4-(2-((tert-butyldimethylsilyl)oxy)ethoxy)-2-isopropylpyridin-3-yl)-6,7-dichloropyrido[2,3-d]Pyrimidine-2,4(1H,3H)-dione [Si](C)(C)(C(C)(C)C)OCCOC1=C(C(=NC=C1)C(C)C)N1C(NC(C2=C1N=C(C(=C2)Cl)Cl)=O)=O